(3S,4R)-4-((5-chloro-4-(4-(2-hydroxypropan-2-yl)quinolin-6-yl)pyrimidin-2-yl)amino)tetrahydro-2H-pyran-3-ol ClC=1C(=NC(=NC1)N[C@H]1[C@@H](COCC1)O)C=1C=C2C(=CC=NC2=CC1)C(C)(C)O